methyl 3-(3-ethoxy-3-oxopropanamido)-5-fluoropyridinecarboxylate C(C)OC(CC(=O)NC=1C(=NC=C(C1)F)C(=O)OC)=O